C(C)(C)N=S(C1=CC=C2CN(C(C2=C1)=O)C1C(NC(CC1)=O)=O)=O 3-[6-[isopropylimino(oxo)-sulfanyl]-1-oxo-isoindolin-2-yl]piperidine-2,6-dione